4-fluoro-6-[[(2-isopropylphenyl)thiocarbamoylhydrazino]methyl]-1-methyl-N-[4-(trifluoromethoxy)phenyl]indazole-3-carboxamide FC1=C2C(=NN(C2=CC(=C1)CNNC(NC1=C(C=CC=C1)C(C)C)=S)C)C(=O)NC1=CC=C(C=C1)OC(F)(F)F